FC(C(=NO)C1=CC=C(C=C1)OCC1=CC=CC=C1)(F)F 2,2,2-trifluoro-1-[4-benzyloxyphenyl]-ethanone oxime